benzyl (S)-4-(5-amino-2-(((S)-1-methylpyrrolidin-2-yl)methoxy)-6-(naphthalen-1-ylcarbamoyl)pyrimidin-4-yl)-2-(cyanomethyl)piperazine-1-carboxylate NC=1C(=NC(=NC1C(NC1=CC=CC2=CC=CC=C12)=O)OC[C@H]1N(CCC1)C)N1C[C@@H](N(CC1)C(=O)OCC1=CC=CC=C1)CC#N